C(=C(C)CCC[C@@H](C)[C@H]1CC[C@H]2[C@@H]3CCC4CCCC[C@]4(C)[C@H]3CC[C@]12C)OC1=CC(=CC(=C1)N)N cholestenyl-oxy-3,5-diaminobenzene